FC1=C2CN(C(C2=C(C(=C1N1CCNCC1)F)F)=O)C1C(NC(CC1)=O)=O 3-(4,6,7-trifluoro-1-oxo-5-(piperazin-1-yl)isoindolin-2-yl)piperidine-2,6-dione